(R)-5-((((5-(2-chloro-3-(3-chloro-2-(3-methoxy-4-(((((R)-5-oxopyrrolidin-2-yl)methyl)amino)methyl)phenyl)pyridin-4-yl)phenyl)-3-methoxypyrazin-2-yl)methyl)amino)methyl)pyrrolidin-2-one ClC1=C(C=CC=C1C1=C(C(=NC=C1)C1=CC(=C(C=C1)CNC[C@@H]1NC(CC1)=O)OC)Cl)C=1N=C(C(=NC1)CNC[C@H]1CCC(N1)=O)OC